OCC[C@@H]1CN(CCN1)C(=O)OC(C)(C)C tert-butyl (3R)-3-(2-hydroxyethyl)piperazine-1-carboxylate